5-bromo-N-(2,4-dimethylpyridin-3-yl)-2-methylpyrimidin-4-amine BrC=1C(=NC(=NC1)C)NC=1C(=NC=CC1C)C